2-butyl-N,N-bis[(2,4-dimethoxyphenyl)methyl]-6-methyl-1H-imidazo[4,5-c]pyridin-4-amine C(CCC)C=1NC2=C(C(=NC(=C2)C)N(CC2=C(C=C(C=C2)OC)OC)CC2=C(C=C(C=C2)OC)OC)N1